8-(3'-methylcyclohexyl)-9,10-dihydro-9-phosphaphenanthrene CC1CC(CCC1)C=1C=CC=C2C=3C=CC=CC3CPC12